C#N hydrogen cyanide